(3S,4R)-3-fluoro-1-(4-((5-((R)-1-hydroxypropan-2-yl)-8-((S)-2-methylazetidin-1-yl)-2,7-naphthyridin-3-yl)amino)pyrimidin-2-yl)-3-methylpiperidin-4-ol F[C@]1(CN(CC[C@H]1O)C1=NC=CC(=N1)NC=1N=CC2=C(N=CC(=C2C1)[C@H](CO)C)N1[C@H](CC1)C)C